[N+](=[N-])=C(C(=O)OC(C)(C)C)S(=O)(=O)C1=CC=CC=C1 tert-butyl 2-diazo-2-benzenesulfonylacetate